2-((3,5-dicyano-4-ethyl-6-(4-(2-hydroxypropyl)-1,4-diazepan-1-yl)pyridine-2-yl)thio)-2-phenyl-acetamide C(#N)C=1C(=NC(=C(C1CC)C#N)N1CCN(CCC1)CC(C)O)SC(C(=O)N)C1=CC=CC=C1